5-{2-[(3-methyl-4-phenylphenyl) oxy]Methyl-5-nitrophenyl}-1H-pyrrole-2-carboxylate CC=1C=C(C=CC1C1=CC=CC=C1)OCC1=C(C=C(C=C1)[N+](=O)[O-])C1=CC=C(N1)C(=O)[O-]